O=C1N(C(CC1)=O)CC(CCCC(=O)O)=O 6-(2,5-dioxopyrrolidin-1-yl)-5-oxohexanoic acid